C(C)(C)(C)OC(=O)N([C@H](C(=O)OC(C)(C)C)CCC(F)F)C tert-butyl (S)-2-((tert-butoxycarbonyl)(methyl)amino)-5,5-difluoropentanoate